N1(CC2(CC1)OCC=1C=NC=CC12)CC1=CN=C(S1)NC(C)=O N-(5-((3H-Spiro[furo[3,4-c]pyridine-1,3'-pyrrolidin]-1'-yl)methyl)thiazol-2-yl)acetamide